ethyl 5-bromo-1,8,10-triazatricyclo[7.4.0.02,7]trideca-2(7),3,5,8,10,12-hexaene-11-carboxylate BrC=1C=CC=2N3C=CC(=NC3=NC2C1)C(=O)OCC